C(O[C@H]1[C@H](OC2=CC(=CC(=C2C1)OCC1=CC=CC=C1)OCC1=CC=CC=C1)C1=CC(=C(C=C1)OCC1=CC=CC=C1)O)(OCC1=CC=CC=C1)=O (2R,3R)-2-(4'-(Benzyloxy)-3'-(hydroxy)phenyl)-5,7-bis(benzyloxy)chroman-3-yl benzyl carbonate